O[C@H]1[C@@H](OC[C@H]([C@@H]1O)O)CCC 1-((2S,3R,4S,5R)-3,4,5-trihydroxytetrahydro-2H-pyran-2-yl)propane